NC1=C(N=C2N1C=CC=C2Br)C(=O)O 3-amino-8-bromo-imidazo[1,2-a]pyridine-2-carboxylic acid